1-(3-fluoro-4-(trifluoromethyl)-phenyl)-3-{(6-methoxy-1-methyl-1H-benzimidazol-7-yl)methyl}urea FC=1C=C(C=CC1C(F)(F)F)NC(=O)NCC1=C(C=CC2=C1N(C=N2)C)OC